((1S,6R,7R)-3-(3-(7-chloro-2-methyl-2H-indazol-6-yl)-1H-pyrazolo[3,4-b]pyrazin-6-yl)-7-(2-fluorophenyl)-3-azabicyclo[4.1.0]heptan-7-yl)methanamine ClC1=C(C=CC2=CN(N=C12)C)C1=NNC2=NC(=CN=C21)N2C[C@@H]1[C@]([C@@H]1CC2)(C2=C(C=CC=C2)F)CN